2,6-dihydroxyiodobenzene OC1=C(C(=CC=C1)O)I